1-(4'-((pyridin-3-ylmethoxy)methyl)-[1,1'-biphenyl]-4-yl)cyclopropanecarboxylic acid ethyl ester C(C)OC(=O)C1(CC1)C1=CC=C(C=C1)C1=CC=C(C=C1)COCC=1C=NC=CC1